Gamma-Guanidinobutyrate N(C(=N)N)CCCC(=O)[O-]